CP(OC)(=O)OC Dimethyl methanephosphonate